CC(C(O)C1=CC=CC=C1)CC1OC(OCC1)CCC1=CC=CC=C1 2-methyl-3-(2-phenethyl-1,3-dioxan-4-yl)-1-phenylpropan-1-ol